ClC1=C(C=CC=C1)NC(=O)C1=CC=C(C=C1)NC1=NC(=NC=C1F)NC1=CC=C(C=C1)CC(=O)O 2-(4-((4-((4-((2-chlorophenyl)carbamoyl)phenyl)amino)-5-fluoropyrimidin-2-yl)amino)phenyl)acetic acid